6-(6-(4-methylpiperidine-1-carbonyl)naphthalen-1-yl)phthalazin-1(2H)-one CC1CCN(CC1)C(=O)C=1C=C2C=CC=C(C2=CC1)C=1C=C2C=NNC(C2=CC1)=O